(Z)-2-cyano-3-hydroxy-N-(4-(N-(2-methoxyethyl)sulfamoyl)phenyl)-3-(5-methylisoxazol-4-yl)acrylamide C(#N)/C(/C(=O)NC1=CC=C(C=C1)S(NCCOC)(=O)=O)=C(\C=1C=NOC1C)/O